2-((2-((2,4-dichloro-5-methoxyphenyl)amino)-2-oxoethyl)thio)acetic acid ClC1=C(C=C(C(=C1)Cl)OC)NC(CSCC(=O)O)=O